CN1[C@H](CCC1)C=1N=C2N(C=C(N=C2)NC(=O)C2=CC=C(C(=O)O)C=C2)C1 4-({2-[(2R)-1-methylpyrrolidin-2-yl]imidazo[1,2-a]pyrazin-6-yl}carbamoyl)benzoic acid